O1C(=CC=C1)C(CN[C@@H](CCC(=O)O)C(=O)O)=O (2-(furan-2-yl)-2-oxoethyl)glutamic acid